N-[6-[[5-(trifluoromethyl)-3-pyridinyl]amino]-1,3-benzothiazol-2-yl]carbamic acid tert-butyl ester C(C)(C)(C)OC(NC=1SC2=C(N1)C=CC(=C2)NC=2C=NC=C(C2)C(F)(F)F)=O